C1(CCCCC1)C1=CC=C(N=N1)CNC(=O)C=1N=NN(C1)C=1C(=NC(=CC1)C)C N-((6-cyclohexylpyridazin-3-yl)methyl)-1-(2,6-dimethylpyridin-3-yl)-1H-1,2,3-triazole-4-carboxamide